4-(4-((1R,5S)-3,8-diazabicyclo[3.2.1]octan-3-yl)-8-fluoro-2-(3-hydroxy-2,2-dimethylpropoxy)quinazolin-7-yl)naphthalen-2-ol [C@H]12CN(C[C@H](CC1)N2)C2=NC(=NC1=C(C(=CC=C21)C2=CC(=CC1=CC=CC=C21)O)F)OCC(CO)(C)C